bis[4-(3-maleimidophenoxy) phenyl] sulfide C1(C=CC(N1C=1C=C(OC2=CC=C(C=C2)SC2=CC=C(C=C2)OC2=CC(=CC=C2)N2C(C=CC2=O)=O)C=CC1)=O)=O